C1(CC1)OC1=NC=CC=C1C=1C=NN2C1N=C(C=C2)N2CCCC2 (3R)-1-[3-[2-(cyclopropoxy)-3-pyridyl]pyrazolo[1,5-a]pyrimidin-5-yl]pyrrolidin